Tert-butyltris(dimethylamino)stannane C(C)(C)(C)[Sn](N(C)C)(N(C)C)N(C)C